C(C1=CC=CC=C1)NC(=O)N([C@@H]1CC[C@H](CC1)NC(OC(C)(C)C)=O)C1=NC=C(C=C1)C=1C=NN(C1)C tert-butyl (trans-4-((benzylcarbamoyl)(5-(1-methyl-1H-pyrazol-4-yl)pyridin-2-yl)amino)cyclohexyl)carbamate